4-(1-(4-((dimethylamino)methyl)-2-(trifluoromethyl)phenyl)-1H-imidazol-4-yl)-N-(1-(methylsulfonyl)piperidin-4-yl)-5-(trifluoromethyl)pyrimidin-2-amine CN(C)CC1=CC(=C(C=C1)N1C=NC(=C1)C1=NC(=NC=C1C(F)(F)F)NC1CCN(CC1)S(=O)(=O)C)C(F)(F)F